C1(=CC=CC=C1)[C@@H]1[C@H](C1)NC(=O)[C@@H]1CN(C[C@H]1C(N[C@@H]1[C@H](C1)C1=CC=CC=C1)=O)C(=O)C1=CC=C(C(=O)N2C[C@@H](C[C@H](C2)C(=O)OC)C(=O)OC)C=C1 |o1:39,41| dimethyl (3R*,5R*)-1-(4-((3S,4S)-3,4-bis(((1S,2R)-2-phenylcyclopropyl)carbamoyl)pyrrolidine-1-carbonyl)benzoyl)piperidine-3,5-dicarboxylate